C(C1=CC=CC=C1)(=O)OC(C(C)C)C(C(CC)OC(C1=CC=CC=C1)=O)C 2,4-dimethyl-3,5-heptanediol dibenzoate